C(C)(=O)N1CCC(CC1)C1=NN(C=2C=CC=C(C12)C1=C(C=C2C=NN(C2=C1)C)F)CC(=O)N(C)CC(=O)NCC(=O)O (2-{2-[3-(1-acetylpiperidin-4-yl)-5'-fluoro-1'-methyl-[4,6'-biindazol]-1-yl]-N-methylacetamido}acetamido)acetic acid